ClC=1C(=NC(=NC1)NC1CCOCC1)C1=CC=C2CN(C(C2=C1)=O)CC(=O)NC(CC1=CC=CC=C1)(C)C 2-(6-{5-chloro-2-[(oxan-4-yl)amino]pyrimidin-4-yl}-1-oxo-2,3-dihydro-1H-isoindol-2-yl)-N-(2-methyl-1-phenyl-propan-2-yl)acetamide